oxo-3-(sulfooxy)benzenaminium O=[NH+]C1=CC(=CC=C1)OS(=O)(=O)O